CC=1C2=C(NN=C2C=CC1)C(=O)OC methyl 4-methyl-2H-indazole-3-carboxylate